C(C)N[C@@H](CCSC)C(=O)O N-ethyl-methionine